N1CCC(=CC1)C=1C2=C(N=CN1)NC=C2 4-(1,2,3,6-tetrahydropyridin-4-yl)-7H-pyrrolo[2,3-d]pyrimidine